(1r,3r)-3-(piperidin-4-yl)cyclobutan-1-ol N1CCC(CC1)C1CC(C1)O